methylvinyl-bis(3-methyl-1-butyne-3-oxy)silane CC=C[SiH](OC(C#C)(C)C)OC(C#C)(C)C